TBDMStertiary butyl-dimethyl-chlorosilane [Si](C)(C)(C(C)(C)C)C[Si](Cl)(C)C(C)(C)C